FC1=C(C(=CC(=C1C)OC1=NC=CC=C1C1=NC(=NC=C1)N[C@@H]1CNC[C@@H](C1)C)F)NS(=O)(=O)CC1=CC=CC=C1 N-(2,6-difluoro-3-methyl-4-((3-(2-(((3S,5R)-5-methyl-3-piperidyl)amino)pyrimidin-4-yl)-2-pyridyl)oxy)phenyl)-1-phenyl-methanesulfonamide